[Si](C)(C)(C(C)(C)C)C(CCCCCCC\C=C/CC(CCCCCC)O)O 1-(tert-butyldimethylsilyl)-12-hydroxyoleyl alcohol